(S)-N-(2-chloro-3-(3'-chloro-6-methoxy-5-((((5-oxopyrrolidin-2-yl)methyl)amino)methyl)-[2,4'-bipyridin]-2'-yl)phenyl)-5-(((2-hydroxyethyl)amino)methyl)picolinamide ClC1=C(C=CC=C1C1=NC=CC(=C1Cl)C1=NC(=C(C=C1)CNC[C@H]1NC(CC1)=O)OC)NC(C1=NC=C(C=C1)CNCCO)=O